tert-butyl (S)-2-(3-(5-((1-cyclopropylethyl)carbamoyl)-1-((2-(trimethylsilyl)ethoxy)methyl)-1H-1,2,4-triazol-3-yl)phenyl)oxazole-5-carboxylate C1(CC1)[C@H](C)NC(=O)C1=NC(=NN1COCC[Si](C)(C)C)C=1C=C(C=CC1)C=1OC(=CN1)C(=O)OC(C)(C)C